(2Z)-3-amino-3-phenyl-1-(thiophen-2-yl)prop-2-en-1-one N\C(=C/C(=O)C=1SC=CC1)\C1=CC=CC=C1